trans-cyclohexadiene carbonate C(O)(O)=O.C1=CC=CCC1